FC=1C(=C(C=C2CCN(CC12)S(=O)(=O)NCC(C)C)O)N1S(NC(C1)=O)(=O)=O 8-fluoro-6-hydroxy-N-(2-methylpropyl)-7-(1,1,4-trioxo-1λ6,2,5-thiadiazolidin-2-yl)-3,4-dihydroisoquinoline-2(1H)-sulfonamide